ClC1=C(C=C(C2=C1C(CO2)([2H])[2H])C2=CC=C(C=C2)C(C)C)N=C(C2=CC=CC=C2)C2=CC=CC=C2 [4-chloro-3,3-dideuterio-7-(4-isopropylphenyl)-2H-benzofuran-5-yl]-1,1-diphenyl-methanimine